C(C)(C)(C)OC(NCCC1=CC(=CC(=C1)F)NC1=NC(=C(N=C1C(N)=O)CC)Cl)=O (3-((3-carbamoyl-6-chloro-5-ethylpyrazin-2-yl)amino)-5-fluorophenylethyl)carbamic acid tert-butyl ester